4-(1H-pyrazol-1-yl)aniline N1(N=CC=C1)C1=CC=C(N)C=C1